4-((4'-(4-(3-carbamoyl-5-methyl-1H-1,2,4-triazol-1-yl)benzyl)-[1,1'-biphenyl]-4-yl)methyl)piperazine-1-carboxylic acid tert-butyl ester C(C)(C)(C)OC(=O)N1CCN(CC1)CC1=CC=C(C=C1)C1=CC=C(C=C1)CC1=CC=C(C=C1)N1N=C(N=C1C)C(N)=O